COC1CN(C1)C1=NC=C(C=C1)[N+](=O)[O-] 2-(3-Methoxyazetidin-1-yl)-5-nitropyridine